COC1=C(C=CC=C1)C(=C)C1=NNC2=C1C=1N(C(=N2)N2CCC3(CC2)[C@@H](C2=CC=CC=C2C3)N)C=NN1 (S)-1'-(9-(1-(2-methoxyphenyl)vinyl)-7H-pyrazolo[4,3-e][1,2,4]triazolo[4,3-c]pyrimidin-5-yl)-1,3-dihydrospiro[inden-2,4'-piperidin]-1-amine